(R)-1-(2-((2-((2'-chloro-2-fluoro-[1,1'-biphenyl]-3-yl)amino)-2-oxoethyl)(1-hydroxypropan-2-yl)amino)-2-oxoethyl)-5-nitro-1H-indazole-3-carboxamide ClC1=C(C=CC=C1)C1=C(C(=CC=C1)NC(CN(C(CN1N=C(C2=CC(=CC=C12)[N+](=O)[O-])C(=O)N)=O)[C@@H](CO)C)=O)F